1-(4-(4-(benzo[d]oxazol-2-yl-thio)butoxy)phenyl)-3-(4-fluorophenyl)-2-propen-1-one O1C(=NC2=C1C=CC=C2)SCCCCOC2=CC=C(C=C2)C(C=CC2=CC=C(C=C2)F)=O